FC1(CN(CC[C@H]1NC1=NN2C(C(=N1)OC)=C(C(=C2)F)C=2C=CC1=C(N(N=N1)CC(F)F)C2)CCOC)F (R)-N-(3,3-difluoro-1-(2-methoxyethyl)piperidin-4-yl)-5-(1-(2,2-difluoroethyl)-1H-benzo[d][1,2,3]triazol-6-yl)-6-fluoro-4-methoxypyrrolo[2,1-f][1,2,4]triazin-2-amine